4-{4-[(4,8-dimethyl-1,2,3,4-tetrahydroquinoxalin-1-yl)sulfonyl]-3-methylphenyl}-2-methyl-1H-imidazole-1-carboxylic acid tert-butyl ester C(C)(C)(C)OC(=O)N1C(=NC(=C1)C1=CC(=C(C=C1)S(=O)(=O)N1CCN(C2=CC=CC(=C12)C)C)C)C